{1-[4-Amino-1-(tetrahydro-pyran-2-yl)-1H-pyrazol-3-yl]-ethyl}-[1-(2-chloro-6-fluoro-phenyl)-piperidin-4-yl]-amine NC=1C(=NN(C1)C1OCCCC1)C(C)NC1CCN(CC1)C1=C(C=CC=C1F)Cl